C(C)(C)(C)OC(=O)NCCOC1CN(C1)C(=O)OCC1=CC=CC=C1 benzyl 3-(2-((tert-butoxycarbonyl)amino)ethoxy)azetidine-1-carboxylate